[Rb].[Ba].[B].Br[S] bromosulfur boron barium rubidium